N2-(2-ethyl-4-(1-methyl-1H-pyrazol-4-yl)phenyl)-N8-neopentylpyrido[3,4-d]pyrimidine-2,8-diamine C(C)C1=C(C=CC(=C1)C=1C=NN(C1)C)NC=1N=CC2=C(N1)C(=NC=C2)NCC(C)(C)C